((R)-2-((tert-butoxycarbonyl)amino)-4-phenylbutyryl)-L-alanine benzyl ester C(C1=CC=CC=C1)OC([C@@H](NC([C@@H](CCC1=CC=CC=C1)NC(=O)OC(C)(C)C)=O)C)=O